ClC1=CC=C(C=N1)CNC1=CC(=C(C=C1)NC(CC1=CC=C(C=C1)F)=O)C N-{4-[(6-Chloropyridin-3-ylmethyl)-amino]-2-methylphenyl}-2-(4-fluorophenyl)-acetamide